5-(1-(4-(trifluoromethyl)phenyl)-1H-pyrazol-4-yl)-1H-pyrrolo[3,2-b]pyridin-3-amine hydrochloride Cl.FC(C1=CC=C(C=C1)N1N=CC(=C1)C1=CC=C2C(=N1)C(=CN2)N)(F)F